C1(CC1)C1=CC=C(C=N1)C=1C=NC=2CCN(CC2C1)C=1C(=CC=2N(N1)C(C=CN2)=O)C 7-(3-(6-cyclopropylpyridin-3-yl)-7,8-dihydro-1,6-naphthyridin-6(5H)-yl)-8-methyl-4H-pyrimido[1,2-b]pyridazin-4-one